5-Fluoro-2-((2-methylpyrimidin-5-yl)oxy)benzoic acid FC=1C=CC(=C(C(=O)O)C1)OC=1C=NC(=NC1)C